(2R)-4-[7-(8-chloronaphthalen-1-yl)-2-[(1-methylpyrrolidin-2-yl)methoxy]Pyrido[2,3-d]Pyrimidin-4-yl]-2-methylpiperazine-1-carboxylic acid tert-butyl ester C(C)(C)(C)OC(=O)N1[C@@H](CN(CC1)C=1C2=C(N=C(N1)OCC1N(CCC1)C)N=C(C=C2)C2=CC=CC1=CC=CC(=C21)Cl)C